cyclopentadienyllanthanum C1(C=CC=C1)[La]